3-oxo-2-((2-phenyl-1,3-thiazol-4-yl)methyl)piperidine-1-carboxylic acid tert-butyl ester C(C)(C)(C)OC(=O)N1C(C(CCC1)=O)CC=1N=C(SC1)C1=CC=CC=C1